C1N(CCC2=CC=CC=C12)C[C@H](CN1C(C2=CC=C(C=C2CC1)OCC1CCN(CC1)CC)=O)O 2-[(2R)-3-(3,4-dihydro-1H-isoquinolin-2-yl)-2-hydroxy-propyl]-6-[(1-ethyl-4-piperidinyl)methoxy]-3,4-dihydroisoquinolin-1-one